CC1CN=C(CC1)C=1C=C2CCC(NC2=NC1)=O 6-(3-methyl-2,3,4,5-tetrahydropyridin-6-yl)-3,4-dihydro-1H-1,8-Naphthyridin-2-one